ClC=1C=NC(=NC1)N1CCC(CC1)CCCOC1=CC(=C(C=C1)CC(=O)NCCCS(=O)(=O)O)F 3-[[2-[4-[3-[1-(5-chloropyrimidin-2-yl)-4-piperidyl]propoxy]-2-fluoro-phenyl]acetyl]amino]propane-1-sulfonic acid